2-methyl-9,10-dipropoxyanthracene CC1=CC2=C(C3=CC=CC=C3C(=C2C=C1)OCCC)OCCC